C1(=CC=CC=C1)S(=O)(=O)C=C=CS(=O)(=O)C1=CC=CC=C1 1,3-bis(benzenesulfonyl)-1,2-propadiene